O1C(=CC=C1)C1=C(C=CC=C1)S(=O)(=O)Cl (2-(furan-2-yl)phenyl)sulfonyl chloride